tert-butyl (S)-3-(3-fluorophenyl)pyrrolidine-1-carboxylate FC=1C=C(C=CC1)[C@H]1CN(CC1)C(=O)OC(C)(C)C